FC=1C(=NC(=C(C(=O)OC(C)C)C1)O[C@H](C(F)(F)F)C)N1N=C(N(C1=O)CCC)CF Isopropyl (S)-5-fluoro-6-(3-(fluoromethyl)-5-oxo-4-propyl-4,5-dihydro-1H-1,2,4-triazol-1-yl)-2-((1,1,1-trifluoropropan-2-yl)oxy)nicotinate